phenyl-valerolactone C1(=CC=CC=C1)C1C(=O)OCCC1